methyl 4-(tert-butoxycarbonylamino)-2-fluoro-5-anisate C(C)(C)(C)OC(=O)NC1=CC(=C(C(=O)OC)C=C1OC)F